NC=1C=C2C(=NN(C2=CC1)C(=O)OC(C)(C)C)C1CCN(CC1)C(=O)OC(C)(C)C tert-butyl 5-amino-3-(1-(tert-butoxycarbonyl)piperidin-4-yl)-1H-indazole-1-carboxylate